1-hydrazinium [NH3+]N